NC1=NC=2C=C(C(=CC2C2=C1C=NN2C)C(=O)N(C)[C@@H]2C(CC1=NC(=CC=C12)C(F)(F)F)(F)F)F 4-amino-N-((5S)-6,6-difluoro-2-(trifluoromethyl)-6,7-dihydro-5H-cyclopenta[b]pyridin-5-yl)-7-fluoro-N,1-dimethyl-1H-pyrazolo[4,3-c]quinoline-8-carboxamide